C(C1=CC=CC=C1)OC1=C(C=CC=C1)NC(=O)C1=CN=C2N1C(N(C=C2C)C)=O N-[2-(benzyloxy)phenyl]-6,8-dimethyl-5-oxo-5,6-dihydroimidazo[1,2-c]pyrimidine-3-carboxamide